tert-butyl (6'-acetamido-5-(1-fluoroethyl)-[2,3'-bipyridin]-4'-yl)carbamate C(C)(=O)NC1=CC(=C(C=N1)C1=NC=C(C=C1)C(C)F)NC(OC(C)(C)C)=O